(4S)-5-Amino-4-(4-((5-(4-(4-cyano-2-fluorophenyl)piperazin-1-yl)-5,6,7,8-tetrahydroNaphthalen-2-yl)methoxy)-1-oxoisoindolin-2-yl)-5-oxopentanoic acid tert-butyl ester C(C)(C)(C)OC(CC[C@@H](C(=O)N)N1C(C2=CC=CC(=C2C1)OCC1=CC=2CCCC(C2C=C1)N1CCN(CC1)C1=C(C=C(C=C1)C#N)F)=O)=O